N-(2-fluoro-4-methyl-5-(2-((1-methyl-1H-pyrazol-4-yl)amino)-8,9-dihydroimidazo[1',2':1,6]pyrido[2,3-d]pyrimidin-6-yl)phenyl)-4-(trifluoromethyl)pyridineamide FC1=C(C=C(C(=C1)C)C1=CC2=C(N=C(N=C2)NC=2C=NN(C2)C)N2C1=NCC2)NC(=O)C2=NC=CC(=C2)C(F)(F)F